NC1=C(C=C(C=C1)CC)O 2-AMINO-5-ETHYLPHENOL